ClC1=C(C=2C(=NC=C(C2)C=2C=C(C=CC2)N2C(COCC2)=O)N1)CCO 4-{3-[2-chloro-3-(2-hydroxyethyl)-1H-pyrrolo[2,3-b]pyridin-5-yl]phenyl}morpholin-3-one